Br.CC1=CC=C(C=C1)C(CN1C(SC2=C1CCCC2)=N)=O 1-(4-methylphenyl)-2-(4,5,6,7-tetrahydro-2-imino-3(2H)-benzothiazolyl)ethanone HBr